CC=1C(=NC=C(C1)NC1=NC=C(C(=N1)NC=1C=CC2=C(NC(O2)=O)C1)C)C1CC2CCC(C1)N2C(=O)OC methyl 3-(3-methyl-5-(5-methyl-4-(2-oxo-2,3-dihydrobenzo[d]oxazol-5-ylamino)pyrimidin-2-ylamino)pyridin-2-yl)-8-azabicyclo[3.2.1]octane-8-carboxylate